molybdenum disulfide gold platinum gold [Au].[Pt].[Au].[Mo](=S)=S